[1-[2-[4-(4,4,5,5-tetramethyl-1,3,2-dioxaborolan-2-yl)phenoxy]ethyl]-4-piperidyl]methanol CC1(OB(OC1(C)C)C1=CC=C(OCCN2CCC(CC2)CO)C=C1)C